FC(C(=O)O)(F)F.COC1=CC=2N=CN=C(C2N=C1C=1CCNCC1)N 7-methoxy-6-(1,2,3,6-tetrahydropyridin-4-yl)pyrido[3,2-d]Pyrimidine-4-amine trifluoroacetate